CC1(OB(OC1(C)C)C=1C=CC2=C(C(=CO2)N2C=NC3=C2C=CC=C3)C1)C 1-(5-(4,4,5,5-Tetramethyl-1,3,2-dioxaborolan-2-yl)benzofuran-3-yl)-1H-benzo[d]imidazole